2-((1R,3r,5S)-3-((5-cyclopropyl-3-(spiro[2.5]octan-6-yl)isoxazole-4-carbonyl)oxy)-8-azabicyclo[3.2.1]octan-8-yl)-4-fluorobenzo[d]thiazole-6-carboxylic acid C1(CC1)C1=C(C(=NO1)C1CCC2(CC2)CC1)C(=O)OC1C[C@H]2CC[C@@H](C1)N2C=2SC1=C(N2)C(=CC(=C1)C(=O)O)F